CS(=O)(=O)C1=CC=CC2=C1NC(S2)=O methylsulfonyl-benzothiazole-2-one